N-[5-(2,2-difluoroethoxy)-4,6-dimethoxy-pyrimidin-2-yl]-6-(difluoromethyl)-7-fluoro-1H-indole-3-sulfonamide FC(COC=1C(=NC(=NC1OC)NS(=O)(=O)C1=CNC2=C(C(=CC=C12)C(F)F)F)OC)F